ethyl 4-chloroacetoacetate ClCC(CC(=O)OCC)=O